ClC=1C(=C2C=NNC2=C(C1F)C(=C)C(C)C)C=1N=CC=2N(C1)C=C(N2)NC(=O)[C@H]2[C@H](C2)F (1S,2S)-N-(6-(5-chloro-6-fluoro-7-(3-methylbut-1-en-2-yl)-1H-indazol-4-yl)imidazo[1,2-a]pyrazin-2-yl)-2-fluorocyclopropane-1-carboxamide